2-(4-bromoanilino)pentan-3-one BrC1=CC=C(NC(C)C(CC)=O)C=C1